racemic-2-(2-((7-(3-(aminomethyl)phenyl)-2-(1-hydroxyethyl)benzofuran-5-yl)methoxy)phenyl)acetic Acid NCC=1C=C(C=CC1)C1=CC(=CC=2C=C(OC21)[C@@H](C)O)COC2=C(C=CC=C2)CC(=O)O |r|